N-(1-cyclopropyl-2-oxo-1,2-dihydropyridin-3-yl)-2-((1r,4r)-4-(2-(4-(4-(2,6-dioxopiperidin-3-yl)-3,5-difluorophenoxy)piperidin-1-yl)ethyl)cyclohexyl)-6-methoxy-2H-indazole-5-carboxamide C1(CC1)N1C(C(=CC=C1)NC(=O)C1=CC2=CN(N=C2C=C1OC)C1CCC(CC1)CCN1CCC(CC1)OC1=CC(=C(C(=C1)F)C1C(NC(CC1)=O)=O)F)=O